CN1C(=NN=C1)C1CCN(CC1)C1=C(C(=O)N)C=CC=C1C=1C=NC=CC1 2-(4-(4-methyl-4H-1,2,4-triazol-3-yl)piperidin-1-yl)-3-(pyridin-3-yl)benzamide